2-(3-(3-(1-(2-chloro-4-fluorophenyl)cyclopropyl)-1,2,4-oxadiazol-5-yl)-5-(difluoromethyl)-1H-pyrazol-1-yl)-N,N-dimethylacetamide ClC1=C(C=CC(=C1)F)C1(CC1)C1=NOC(=N1)C1=NN(C(=C1)C(F)F)CC(=O)N(C)C